N-(ethylsulfonyl)-N-(2-(6-(4-isopropyl-4H-1,2,4-triazol-3-yl)pyridin-2-yl)-6-methyl-3-oxoisoindol-5-yl)ethylsulfonamide C(C)S(=O)(=O)N(S(=O)=O)CCC=1C=C2C(N(CC2=CC1C)C1=NC(=CC=C1)C1=NN=CN1C(C)C)=O